2-(3-chloro-4-methoxyphenyl) ethylene oxide ClC=1C=C(C=CC1OC)C1CO1